N(=[N+]=[N-])[C@H](C(=O)N1[C@@H](C[C@H](C1)O)C(=O)N[C@@H](CO)C1=CC=C(C=C1)C=1N(N=CC1)CC)C(C)C (2S,4R)-1-[(2S)-2-azido-3-methyl-butanoyl]-N-[(1R)-1-[4-(2-ethylpyrazol-3-yl)phenyl]-2-hydroxy-ethyl]-4-hydroxy-pyrrolidine-2-carboxamide